FC1(N=CN(C(C1C(=O)NC1=CC(=C(C=C1)OC1=CC=NC2=CC(=C(N=C12)OC)OC)F)=O)C1=CC=C(C=C1)F)C 4-fluoro-N-[4-[(6,7-dimethoxy-1,5-naphthyridin-4-yl)oxy]-3-fluorophenyl]-1-(4-fluorophenyl)-4-methyl-6-oxopyrimidine-5-carboxamide